4-methyl-3-(pyrrolidin-3-yl)-N-(3-(trifluoromethyl)phenyl)benzamide CC1=C(C=C(C(=O)NC2=CC(=CC=C2)C(F)(F)F)C=C1)C1CNCC1